(2,6-diazaspiro[3.3]heptan-2-yl){2-[2,6-difluoro-4-(4-fluoropiperidine-1-sulfonyl)phenyl]-4-methylquinolin-7-yl}methanone C1N(CC12CNC2)C(=O)C2=CC=C1C(=CC(=NC1=C2)C2=C(C=C(C=C2F)S(=O)(=O)N2CCC(CC2)F)F)C